C(C)(=O)OC1O[C@@H]([C@H]([C@H]1OC(C)=O)OC(C)=O)COC(C)=O (3R,4R,5R)-5-(acetoxymethyl)tetrahydrofuran-2,3,4-triyl triacetate